FC=1C(=NC=CC1)C1(CCC1)CNC1=NC=C(C=N1)C(=O)NCCO [2-({[(3-fluoro(2-pyridyl))cyclobutyl]methyl}amino)pyrimidin-5-yl]-N-(2-hydroxyethyl)carboxamide